(S)-4-(2-((2,4-dichlorophenoxy)methyl)oxazole-5-carbonyl)-2-methylpiperazine-1-carboxylic acid tert-butyl ester C(C)(C)(C)OC(=O)N1[C@H](CN(CC1)C(=O)C1=CN=C(O1)COC1=C(C=C(C=C1)Cl)Cl)C